6-hydroxy-3-methyl-1H-pyrazolo[3,4-b]pyridine-5-carboxylic acid ethyl ester C(C)OC(=O)C=1C=C2C(=NC1O)NN=C2C